3-(6-(1-((3-azaspiro[5.5]undecan-9-yl)methyl)piperidin-4-yl)-1-methyl-1H-indazol-3-yl)piperidine-2,6-dione C1CNCCC12CCC(CC2)CN2CCC(CC2)C2=CC=C1C(=NN(C1=C2)C)C2C(NC(CC2)=O)=O